allyl-sulfonic acid-acryl amide C(=O)(C=C)NS(=O)(=O)CC=C